CN1C(CC(CC1)=NNC(=O)OC(C)(C)C)C tert-butyl 2-(1,2-dimethylpiperidin-4-ylidene)hydrazine-1-carboxylate